S([O-])(O)(=O)=O.C(CCC)[N+](CCCC)(CCCC)CCCC tetrabutyl-ammonium bisulfate